5-(3-(3-Cyclopropylprop-1-ynyl)phenylamino)-1H-1,2,3-triazole-4-carboxylic acid C1(CC1)CC#CC=1C=C(C=CC1)NC1=C(N=NN1)C(=O)O